2-oxo-2-(4-(1,1,1-trifluoropropan-2-yl)phenyl)acetamide O=C(C(=O)N)C1=CC=C(C=C1)C(C(F)(F)F)C